3-(3-(4-chlorophenyl)acryloyl)oxazolidin-2-one ClC1=CC=C(C=C1)C=CC(=O)N1C(OCC1)=O